C(C)C1=C(C(=CC(=C1N)CC)C)N 2,4-diethyl-6-methyl-1,3-phenylenediamine